COC(C(=O)N)C1=CC(=CC=C1)OC(F)(F)F 2-methoxy-2-(3-(trifluoromethoxy)phenyl)acetamide